C1(CC1)OC1=CC(=NC=C1)NC1=CC(=NC(=N1)C=1C=NC=CC1)N1CC2(CC1)CC(CCC2)C(=O)NC 2-(6-((4-Cyclopropoxypyridin-2-yl)amino)-2-(pyridin-3-yl)pyrimidin-4-yl)-N-methyl-2-azaspiro[4.5]decane-7-carboxamide